methyl (R)-2-(fluoromethyl)-5-oxo-4-(2-(trifluoromethyl) phenyl)-1,4,5,7-tetrahydrofuro[3,4-b]pyridine-3-carboxylate FCC1=C([C@@H](C2=C(N1)COC2=O)C2=C(C=CC=C2)C(F)(F)F)C(=O)OC